(3-methoxypyridin-2-yl)(methyl)((trimethylsilyl)imino)-λ6-sulfanone COC=1C(=NC=CC1)S(=O)(=N[Si](C)(C)C)C